[Cl-].C(C)(CC)C1(C=CC=C1)[Y+]C1(C=CC=C1)C(C)CC bis(sec-butylcyclopentadienyl)yttrium chloride